NC1=C(C(=NC=N1)C=1C(=C(C=CC1)NC(C1=C(C=C(C=C1)C1CC1)F)=O)C)OC[C@H]1N(C[C@@H](C1)F)CC#CC N-(3-(6-amino-5-(((2S,4R)-1-(but-2-ynyl)-4-fluoropyrrolidin-2-yl)methoxy)pyrimidin-4-yl)-2-methylphenyl)-4-cyclopropyl-2-fluorobenzamide